2,4-dimethyl-1-(6-phenylhexa-1,3,5-trien-1-yl)benzene CC1=C(C=CC(=C1)C)C=CC=CC=CC1=CC=CC=C1